ClC1=C(C2=C(N=N1)N(CCC2)C2=CC=C(C(=N2)C(=O)O)C=2C=NN(C2C)CC2CCCCC2)C 6-(3-chloro-4-methyl-6,7-dihydropyrido[2,3-c]pyridazin-8(5H)-yl)-3-(1-(cyclohexylmethyl)-5-methyl-1H-pyrazol-4-yl)picolinic acid